(Z)-2-(7-bromoquinolin-4-yl)-3-(dimethylamino)-1-(6-methylpyridin-2-yl)prop-2-en-1-one BrC1=CC=C2C(=CC=NC2=C1)/C(/C(=O)C1=NC(=CC=C1)C)=C/N(C)C